C(\C=C(/C)\CCC=C(C)C)(=O)[O-] geranoate